C(C)(=O)OCCCCO r-hydroxybutyl acetate